(2s,4s)-5-(2-hydroxyethyl)-7-[(4-methoxyphenyl)methyl]-6,8-dioxo-5,7-diazaspiro[3.4]octane-2-carboxylic acid OCCN1C2(CC(C2)C(=O)O)C(N(C1=O)CC1=CC=C(C=C1)OC)=O